CC1CC=CCC1C 4,5-dimethyl-1-cyclohexene